FC(OC1=C(C=CC(=C1)C)NC(=O)C1(CNC(C1)=O)C1=C(C=CC=C1)C(C)C)F N-(2-(difluoromethoxy)-4-methylphenyl)-3-(2-isopropylphenyl)-5-oxopyrrolidine-3-carboxamide